1,2,3,5,6-Pentathiepan S1SSCSSC1